4-[3-(6-Chloro-1-methylindole-5-carbonyl)-2,4-dihydro-1,3-benzoxazin-8-yl]-5-fluoro-2-morpholin-4-ylbenzoic acid methyl ester COC(C1=C(C=C(C(=C1)F)C1=CC=CC=2CN(COC21)C(=O)C=2C=C1C=CN(C1=CC2Cl)C)N2CCOCC2)=O